C(C)N(CCCC(C)NC=1N=CC(=NC1)C(=O)NC=1C(=CC=C2C=CC=NC12)C)CC 5-((5-(diethylamino)pentan-2-yl)amino)-N-(7-methylquinolin-8-yl)pyrazine-2-carboxamide